(R)-3-(5-bromo-7-fluoro-2-(4-fluorophenyl)-1H-indol-3-yl)-N-(1-hydroxypropan-2-yl)acrylamide hydroxypropyl-methacrylate (tetrahydrofuran-2-yl)methacrylate O1C(CCC1)OC(C(=C)C)=O.OCCCOC(C(=C)C)=O.BrC=1C=C2C(=C(NC2=C(C1)F)C1=CC=C(C=C1)F)C=CC(=O)N[C@@H](CO)C